6-chloro-N-((4R,5S,7R,8R,9S,10R)-8,10-dihydroxy-7-(hydroxymethyl)-9-(4-(3,4,5-trifluorophenyl)-1H-1,2,3-triazol-1-yl)-1,6-dioxaspiro[4.5]dec-4-yl)benzo[d]isoxazole-3-carboxamide ClC1=CC2=C(C(=NO2)C(=O)N[C@@H]2CCO[C@]23O[C@@H]([C@@H]([C@@H]([C@H]3O)N3N=NC(=C3)C3=CC(=C(C(=C3)F)F)F)O)CO)C=C1